1-(5-tert-butyl-2H-pyrazol-3-yl)-3-[4-(5-hexyloxy-benzoimidazol-1-yl)-phenyl]-urea C(C)(C)(C)C=1C=C(NN1)NC(=O)NC1=CC=C(C=C1)N1C=NC2=C1C=CC(=C2)OCCCCCC